C(C)OC(=O)C1=NN(C(=C1)C)CC1=CC=C(C=C1)C1=NOC(=N1)C(F)(F)F 5-methyl-1-[[4-[5-(trifluoromethyl)-1,2,4-oxadiazol-3-yl]phenyl]methyl]-1H-pyrazole-3-carboxylic acid ethyl ester